2-methyl-6-(((S)-tetrahydrofurane-3-yl)oxy)quinazolin-7-carbonitrile CC1=NC2=CC(=C(C=C2C=N1)O[C@@H]1COCC1)C#N